NC(CCS(=O)(=O)C)C(CC=C)(CC=C)O 4-(1-amino-3-methylsulfonyl-propyl)-1,6-heptadien-4-ol